6-methyl-N-(1-methylcyclopropyl)-5-[3-(pyridin-4-yl)pyrrolidine-1-carbonyl]furo[2,3-d]pyrimidin-4-amine CC1=C(C2=C(N=CN=C2NC2(CC2)C)O1)C(=O)N1CC(CC1)C1=CC=NC=C1